2-[2-(1-Methyl-1H-pyrazol-3-yl)-3H-imidazo[4,5-b]pyridin-7-yl]-6,7,8,9-tetrahydro-5H-benzocyclohepten-5-ylamine hydrochloride Cl.CN1N=C(C=C1)C1=NC=2C(=NC=CC2C=2C=CC3=C(CCCCC3N)C2)N1